ClC1=C(OC2=C1C=C(C=C2C(=O)OC)C)CNC(=O)C=2C=NN1C2N=CC(=C1)C Methyl 3-chloro-5-methyl-2-((6-methylpyrazolo[1,5-a]pyrimidine-3-carboxamido)methyl)benzofuran-7-carboxylate